2,9,11,13,15,22,24,26,27,28-decazatricyclo[21.3.1.110,14]octacosane-1(27),10,12,14(28),23,25-hexa-ene-12,25-diamine C1=2NCCCCCCNC3=NC(=NC(NCCCCCCNC(=NC(=N1)N)N2)=N3)N